(1-butyl-2,3-dimethylimidazole) chloride [Cl-].C(CCC)N1C(N(C=C1)C)C